O1CCC2=C1C=C(C=C2)CC21N(C(CC1C2)C(=O)N)S(=O)(=N)C2=CC=C(C=C2)OC ((2,3-dihydrobenzofuran-6-yl)methyl)-2-(4-methoxyphenylsulfonimidoyl)-2-azabicyclo[3.1.0]hexane-3-carboxamide